O=C1NC(CCC1N1C(C2=CC(=C(C=C2C1=O)N1C[C@@H](CC1)C=O)F)=O)=O (3R)-1-(2-(2,6-dioxopiperidin-3-yl)-6-fluoro-1,3-dioxoisoindolin-5-yl)pyrrolidine-3-carbaldehyde